FC1=CC=C(CC(C(C)=O)CC2=CC=C(C=C2)F)C=C1 trans-bis(4-fluorobenzyl)acetone